C=1N=CN2C1C1=CC=CC=C1[C@H]2[C@]2(CN(CC2)S(=O)(=O)C)O (S)-3-((S)-5H-imidazo[5,1-a]isoindol-5-yl)-1-(methylsulfonyl)pyrrolidin-3-ol